S1C=NC2=C1C(=CC=C2)C2=CC=C(C=C2)N2[C@H](CN(CC2)C(=O)NC=2N=C(SC2)C#C)CO (R)-4-(4-(benzo[d]thiazol-7-yl)phenyl)-N-(2-ethynylthiazol-4-yl)-3-(hydroxymethyl)-piperazine-1-carboxamide